N-({4-[(4-fluorotetrahydro-2H-pyran-4-yl)methoxy]-3-[(trifluoromethyl)sulfonyl]phenyl}sulfonyl)-2-(1H-pyrrolo[2,3-b]pyridin-5-yloxy)benzamide FC1(CCOCC1)COC1=C(C=C(C=C1)S(=O)(=O)NC(C1=C(C=CC=C1)OC=1C=C2C(=NC1)NC=C2)=O)S(=O)(=O)C(F)(F)F